CCOC(=O)C1=CC=C(C=C1)S(=O)(=O)C2=CC=C(C=C2)C(=O)OCC 4,4'-sulfonylbis(benzoic acid ethyl) ester